OCC=1C(=CC=CC1)CO α,α'-dihydroxy-o-xylene